NC(CO)(CO)CO.ClC1=CC(=C(OCC2=CC=CC(=N2)OC2CCN(CC2)CC2=NC3=C(N2C[C@H]2OCC2)C=C(C=C3)C(=O)O)C=C1)F (S)-2-((4-((6-((4-chloro-2-fluorophenoxy)methyl)pyridin-2-yl)oxy)piperidin-1-yl)methyl)-1-(oxetan-2-ylmethyl)-1H-benzo[d]imidazole-6-carboxylic acid tromethamine salt